O1COC2=C1C=CC(=C2)C=2OC(=C(N2)CN2CCN(CC2)C2=CC=C(C=C2)OC(F)(F)F)C 2-(benzo[d][1,3]dioxol-5-yl)-5-methyl-4-((4-(4-(trifluoromethoxy)phenyl)piperazin-1-yl)methyl)oxazole